C(C)(C)(C)OC(=O)N[C@@H](C)C(=O)ON1C(C2=CC=CC=C2C1=O)=O 1,3-dioxoisoindolin-2-yl (tert-butoxycarbonyl)alaninate